dipropyl-bis(2-hydroxyethyl)ammonium hydroxide [OH-].C(CC)[N+](CCO)(CCO)CCC